The molecule is a pentacyclic triterpenoid that consists of tetrahymanol carrying an additional methyl substituent at the 2beta-position. It has a role as a bacterial metabolite. It is a pentacyclic triterpenoid and a secondary alcohol. It derives from a tetrahymanol. It derives from a hydride of a gammacerane. C[C@H]1C[C@@]2([C@H]3CC[C@@H]4[C@]5(CC[C@@H](C([C@@H]5CC[C@]4([C@@]3(CC[C@H]2C(C1)(C)C)C)C)(C)C)O)C)C